N-[(2S,3R,4S)-2-[(2,3'-difluoro[1,1'-biphenyl]-3-yl)methyl]-4-fluoro-1-(2-methylpropanoyl)pyrrolidin-3-yl]-methanesulfonamide FC1=C(C=CC=C1C[C@@H]1N(C[C@@H]([C@@H]1NS(=O)(=O)C)F)C(C(C)C)=O)C1=CC(=CC=C1)F